FC(CCC(=O)N1CCC(CC1)C1=NC=NC=C1C)(F)F 4,4,4-trifluoro-1-(4-(5-methylpyrimidin-4-yl)piperidin-1-yl)butan-1-one